5-amino-N-(2-{9-amino-1,4-dioxa-7-azaspiro[4.4]nonan-7-yl}-3-fluoro-5,6,7,8-tetrahydroquinolin-6-yl)-2-methylthieno[2,3-d]pyrimidine-6-carboxamide NC1=C(SC=2N=C(N=CC21)C)C(=O)NC2CC=1C=C(C(=NC1CC2)N2CC1(OCCO1)C(C2)N)F